4-(1-(but-3-en-1-yl)-1H-pyrazol-4-yl)-2-chloro-7-tosyl-7H-pyrrolo[2,3-d]pyrimidine C(CC=C)N1N=CC(=C1)C=1C2=C(N=C(N1)Cl)N(C=C2)S(=O)(=O)C2=CC=C(C)C=C2